2-(4-(2,4-difluorobenzyl)-2-(2-isopropylphenyl)piperazin-1-yl)-7-azaspiro[3.5]nonane FC1=C(CN2CC(N(CC2)C2CC3(C2)CCNCC3)C3=C(C=CC=C3)C(C)C)C=CC(=C1)F